5-ethoxy-N-(2-fluorophenyl)pyridineamide C(C)OC=1C=CC(=NC1)C(=O)NC1=C(C=CC=C1)F